C(CCC)OC1=CC(=CC=C1)I 1-butoxy-3-iodobenzene